OCCN1CCN(CC1)CCNC=C1C(NC2=C(C=CC=C2C1=O)OC)=O 3-(((2-(4-(2-hydroxyethyl)piperazin-1-yl)ethyl)amino)methylene)-8-methoxyquinoline-2,4(1H,3H)-dione